5-bromo-6-chloro-3,4-dihydroquinolin-2(1H)-one BrC1=C2CCC(NC2=CC=C1Cl)=O